4-(((2-bromo-4-(trifluoromethyl)phenyl)sulfonyl)difluoromethyl)-pyridine BrC1=C(C=CC(=C1)C(F)(F)F)S(=O)(=O)C(C1=CC=NC=C1)(F)F